C(OCCOCCOC(=O)O)(=O)O 2,5,8-Trioxaazelaic acid